C1(CCC(CC1)CO)CO cyclohexane-1,4-di-methanol